BrC1=CC(=C2C=C(C(NC2=C1)=O)C)F 7-bromo-5-fluoro-3-methylquinolin-2(1H)-one